2-((6-((1-hydroxycyclopentyl)ethynyl)quinolin-4-yl)thio)-2-methylpropanoic acid OC1(CCCC1)C#CC=1C=C2C(=CC=NC2=CC1)SC(C(=O)O)(C)C